5-(5-Chloro-thiophen-2-yl)-1H-pyrazole-3-carboxylic acid {2-[4-(2,5-difluoro-phenoxy)-piperidin-1-yl]-2-oxo-ethyl}-amide FC1=C(OC2CCN(CC2)C(CNC(=O)C2=NNC(=C2)C=2SC(=CC2)Cl)=O)C=C(C=C1)F